C(CCCCCCCCC)N(C(CCCN(C)C)=O)C(CCCCC=C)CCCCCCCCC N-decyl-4-(dimethylamino)-N-(hexadeca-1-en-7-yl)butyramide